5-chloro-2-(4,4-difluoroazepan-1-yl)-N-(4-fluoro-3-(N'-hydroxycarbamimidoyl)phenyl)-6-isopropylnicotinamide ClC=1C(=NC(=C(C(=O)NC2=CC(=C(C=C2)F)C(N)=NO)C1)N1CCC(CCC1)(F)F)C(C)C